(S)-N-(3-(3,4-dihydroisoquinolin-2(1H)-yl)-2-hydroxypropyl)-2-(1-methyl-1H-pyrazol-4-yl)-1-oxo-1,2,3,4-tetrahydroisoquinoline-6-carboxamide C1N(CCC2=CC=CC=C12)C[C@H](CNC(=O)C=1C=C2CCN(C(C2=CC1)=O)C=1C=NN(C1)C)O